C(#N)C1=CC(=C(OC=2C3=C(N=C(N2)NC2=CC=C(C=C2)C#N)CCN(C3)C([C@H](CC3=CC=CC=C3)NC(OC(C)(C)C)=O)=O)C(=C1)C)C (S)-tert-butyl (1-(4-(4-cyano-2,6-dimethylphenoxy)-2-{(4-cyanophenyl)amino}-7,8-dihydropyrido[4,3-d]pyrimidine-6(5H)-yl)-1-oxo-3-phenylpropane-2-yl)carbamate